C(CCCCCCC(=O)Br)(=O)Br suberoyl bromide